di-morpholino disulfide O1CCN(CC1)SSN1CCOCC1